5-(6,7-Dichloro-10-(1H-pyrazol-4-yl)-1,2,3,4-tetrahydropyrazino[1,2-a]indole-2-carbonyl)-1-methylpiperidin-2-one ClC1=C(C=CC=2C(=C3N(C12)CCN(C3)C(=O)C3CCC(N(C3)C)=O)C=3C=NNC3)Cl